C1(=CC=CC=C1)C=1N=CSC1 4-PHENYLTHIAZOLE